(Z)-N-butyl-N'-cyano-6-[(2r,4s)-4-fluoro-2-[5-fluoro-2-(methylthio)phenyl]pyrrolidin-1-yl]imidazo[1,2-b]pyridazin-3-carboxamidine C(CCC)N\C(=N/C#N)\C1=CN=C2N1N=C(C=C2)N2[C@H](C[C@@H](C2)F)C2=C(C=CC(=C2)F)SC